1-(N-((2'-Cyano-5'-fluoro-[1,1'-biphenyl]-4-yl)methyl)pentan-amido)cyclohexanecarboxylic Acid C(#N)C1=C(C=C(C=C1)F)C1=CC=C(C=C1)CN(C(CCCC)=O)C1(CCCCC1)C(=O)O